phenazine folate C(CC[C@@H](C(=O)O)NC(=O)C1=CC=C(NCC2=CN=C3N=C(N)NC(=O)C3=N2)C=C1)(=O)O.C1=CC=CC2=NC3=CC=CC=C3N=C12